tris(methylethylphosphinic acid) iron salt [Fe+3].CP([O-])(=O)CC.CP([O-])(=O)CC.CP([O-])(=O)CC